C(C)(C)(C)OC(=O)N(C1=NC=CC(=C1)C[C@@H]1[C@H](N(C1=O)[Si](C)(C)C(C)(C)C)C(=O)OCC1=CC=CC=C1)CC1=CC=C(C=C1)OC benzyl (2S,3R)-3-({2-[(tert-butoxycarbonyl) (4-methoxybenzyl) amino] pyridin-4-yl} methyl)-1-[tert-butyl (dimethyl) silyl]-4-oxoazetidine-2-carboxylate